The molecule is an elemental molecule consisting of two trivalently-bonded nitrogen atoms. It has a role as a member of food packaging gas and a food propellant. It is a diatomic nitrogen, a gas molecular entity and an elemental molecule. It is a conjugate base of a diazynium. N#N